Cl.Cl.BrC1=CC2=C(N(C=N2)CCC[C@H]2NCCC[C@@H]2O)C=C1F (2R,3S)-2-(3-(5-bromo-6-fluoro-1H-benzo[d]imidazol-1-yl)propyl)piperidin-3-ol dihydrochloride